octadec-9-en-1-yl 3-((4-((2-(diethylamino)ethyl)amino)-3-(2-hexyldecanamido)-4-oxobutyl)thio)propanoate C(C)N(CCNC(C(CCSCCC(=O)OCCCCCCCCC=CCCCCCCCC)NC(C(CCCCCCCC)CCCCCC)=O)=O)CC